C1(CCCCC1)P(C1=C(C(=CC=C1OC)OC)C1=C(C=C(C=C1C(C)C)C(C)C)C(C)C)C1CCCCC1 dicyclohexyl[3,6-dimethoxy-2',4',6'-tris(propan-2-yl)-[1,1'-biphenyl]-2-yl]phosphane